CC(C(=O)OC(C)(C)C)(COS(=O)(=O)C1=CC=C(C)C=C1)C tert-Butyl 2,2-dimethyl-3-(tosyloxy)propanoate